7-(1-(((S)-4-acetylmorpholin-2-yl)methyl)-5-methyl-1H-benzo[d]imidazol-2-yl)-6,8-Difluoro-1,2,9,9a-tetrahydro-3H-pyrrolo[1,2-a]indol-3-one C(C)(=O)N1C[C@@H](OCC1)CN1C(=NC2=C1C=CC(=C2)C)C2=C(C=1CC3N(C1C=C2F)C(CC3)=O)F